isoindolylcarboxylic acid fluorine [F].C=1(NC=C2C=CC=CC12)C(=O)O